C1(CC1)C1=C(C(=NO1)C1=C(C=CC=C1Cl)Cl)COC1C[C@H]2CC[C@@H](C1)N2C2=NOC(=N2)C2=C(C=C(C(=O)O)C=C2)F 4-(3-((1r,3r,5s)-3-((5-cyclopropyl-3-(2,6-dichlorophenyl)isoxazol-4-yl)methoxy)-8-azabicyclo[3.2.1]octan-8-yl)-1,2,4-oxadiazol-5-yl)-3-fluorobenzoic acid